5-(4-fluoro-1H-pyrazol-1-yl)-2-(3-(((1R,2R,3S,5R)-2-fluoro-8-azabicyclo[3.2.1]oct-6-en-3-yl)(methyl)amino)-1,2,4-triazin-6-yl)phenol FC=1C=NN(C1)C=1C=CC(=C(C1)O)C1=CN=C(N=N1)N(C)[C@@H]1[C@@H]([C@H]2C=C[C@@H](C1)N2)F